C1(=CC=C(C=C1)S(=O)(=O)C\C(\CCCl)=C/C\C=C\C1=CC=CC=C1)C (3Z,6E)-(1-chloro-7-phenyl-3,6-heptadien-3-yl)methyl p-tolyl sulfone